2-(4,4-dimethyl-1-piperidyl)-8-(1-hydroxyethyl)-3-isoxazol-4-yl-6-methyl-chromen-4-one CC1(CCN(CC1)C=1OC2=C(C=C(C=C2C(C1C=1C=NOC1)=O)C)C(C)O)C